O1C(CCCC1)OCCC1CCC(CC1)C=O 4-(2-((tetrahydro-2H-pyran-2-yl)oxy)ethyl)cyclohexane-1-carbaldehyde